[3-(1-acetylazetidin-3-yl)-5'-fluoro-1'-methyl-[4,6'-biindazol]-1-yl]acetic acid C(C)(=O)N1CC(C1)C1=NN(C=2C=CC=C(C12)C1=C(C=C2C=NN(C2=C1)C)F)CC(=O)O